2,6-dioxo-4-(1-phenylethylamino)-2,3-dihydropyrimidine O=C1NC(C=C(N1)NC(C)C1=CC=CC=C1)=O